di(1-adamantyl)benzylphosphine C12(CC3CC(CC(C1)C3)C2)P(CC2=CC=CC=C2)C23CC1CC(CC(C2)C1)C3